O1C2=C(NCC1)C=NC=C2NC2=CC=NC(=C2C(=O)NC2=CC=C(C=C2)N2CCN(CC2)C)OC 4-((3,4-dihydro-2H-pyrido[4,3-b][1,4]oxazin-8-yl)amino)-2-methoxy-N-(4-(4-methylpiperazin-1-yl)phenyl)nicotinamide